COC1=NC=CC2=C(C=CC=C12)N1N=CC(=C1C(F)(F)F)N (1-methoxyisoquinolin-5-yl)-5-(trifluoromethyl)-1H-pyrazol-4-amine